4-(2-(hydroxymethyl)phenyl)-N,N-dimethyl-6-oxo-1,6-dihydropyridine-3-carboxamide OCC1=C(C=CC=C1)C=1C(=CNC(C1)=O)C(=O)N(C)C